N-(methyl)acryloyl-azetidine CC=CC(=O)N1CCC1